C(=C)C1=CC=C(C(=O)C2=CC=C(C=C2)OC)C=C1 4-vinyl-4'-methoxybenzophenone